4-(2-Hydroxyethyl)piperazine-1-ethanesulfonic acid sodium salt [Na+].OCCN1CCN(CC1)CCS(=O)(=O)[O-]